CN(CCOCC(C)(C)S(=O)(=O)C1(CC1)CN1C(C2=C(CC1)C(=NN2C)C(=O)O)=O)C 6-((1-((1-(2-(Dimethylamino)ethoxy)-2-methylpropan-2-yl)sulfonyl)cyclopropyl)methyl)-1-methyl-7-oxo-4,5,6,7-tetrahydro-1H-pyrazolo[3,4-c]pyridine-3-carboxylic acid